BrC1=CC(=C(C(=O)NS(=O)(=O)N2CCCC2)C=C1F)N(C)C 4-bromo-2-(dimethylamino)-5-fluoro-N-(pyrrolidin-1-ylsulfonyl)benzamide